The molecule is a 2-acyl-sn-glycero-3-phosphoethanolamine zwitterion obtained by transfer of a proton from the phosphate to the amino group of 2-linoleoyl-sn-glycero-3-phosphoethanolamine; major species at pH 7.3. It is a 2-acyl-sn-glycero-3-phosphoethanolamine zwitterion and a lysophosphatidylethanolamine zwitterion 18:2. It derives from a linoleic acid. It is a tautomer of a 2-linoleoyl-sn-glycero-3-phosphoethanolamine. CCCCC/C=C\\C/C=C\\CCCCCCCC(=O)O[C@H](CO)COP(=O)([O-])OCC[NH3+]